(R)-N-(2-(4-(4-(1H-Tetrazol-1-yl)butoxy)phenyl)-2-hydroxyethyl)-N-methylacetamide N1(N=NN=C1)CCCCOC1=CC=C(C=C1)[C@H](CN(C(C)=O)C)O